[1-[4-cyano-2-(5-cyano-2-pyridinyl)-5-(methylamino)pyrazol-3-yl]ethyl]-N-methyl-3,5-bis(trifluoromethyl)benzamide C(#N)C1=C(N(N=C1NC)C1=NC=C(C=C1)C#N)C(C)C1=C(C(=O)NC)C=C(C=C1C(F)(F)F)C(F)(F)F